(3R,4S,5S,6R)-2-[(E)-2-amino-3-hydroxyoctadec-4-enoxy]-6-(hydroxymethyl)oxane-3,4,5-triol NC(COC1O[C@@H]([C@H]([C@@H]([C@H]1O)O)O)CO)C(\C=C\CCCCCCCCCCCCC)O